BrCCCCCCCC\C=C/C\C=C/CCCCC 18-bromo-octadec-(6z,9z)-diene